FC1(CC(CNC1)NC(=O)C=1N(N=C2C=CC(=CC12)OCC1=C(N=CS1)C)C)F N-(5,5-difluoropiperidin-3-yl)-2-methyl-5-[(4-methyl-1,3-thiazol-5-yl)methoxy]-2H-indazole-3-carboxamide